CC(C)(COP(=O)([O-])OP(=O)([O-])OC[C@@H]1[C@H]([C@H]([C@@H](O1)N2C=NC3=C(N=CN=C32)N)O)O)[C@H](C(=O)NCCC(=O)NCCS)O The molecule is dianion of 3'-dephospho-CoA. It has a role as a human metabolite and a Saccharomyces cerevisiae metabolite. It is a conjugate base of a 3'-dephospho-CoA.